NCC(=O)N1CCN(CC1)C(=O)C1=C(C=C(C=C1)NC(=O)C=1N(C(=CN1)C=1C(=NN(C1)CC)C(F)(F)F)C)Cl N-[4-[4-(2-aminoacetyl)piperazine-1-carbonyl]-3-chlorophenyl]-5-[1-ethyl-3-(trifluoromethyl)pyrazol-4-yl]-1-methylimidazole-2-carboxamide